ethyl chloroformat ClC(=O)OCC